1-[4-(2,3-dimethylphenyl)piperazin-1-yl]-2-[3-(6-hydroxy-3-azabicyclo[3.1.1]heptane-3-carbonyl)-5,6-dihydrocyclopenta[c]pyrazol-1(4H)-yl]ethan-1-one CC1=C(C=CC=C1C)N1CCN(CC1)C(CN1N=C(C2=C1CCC2)C(=O)N2CC1C(C(C2)C1)O)=O